NC=1C(=C(C=CC1)C1=CC=CC=C1)C1=NN=CN1C amino-2-(4-methyl-1,2,4-triazol-3-yl)-[1,1'-biphenyl]